COC=1C=C(C=CC1)C=1C=C2CCCC(C2=CC1)NC(O[C@@H]1CN2CCC1CC2)=O (S)-quinuclidin-3-yl (6-(3-methoxyphenyl)-1,2,3,4-tetrahydronaphthalen-1-yl)carbamate